(S)-2-(2-((2-formylphenoxy)methyl)piperidine-1-carbonyl)-6-hydroxybenzaldehyde C(=O)C1=C(OC[C@H]2N(CCCC2)C(=O)C2=C(C=O)C(=CC=C2)O)C=CC=C1